FC1=C(C=C(C=C1)F)C1=CC=CC2=C1C(=NO2)N2C(N1[C@H](CC2)C([C@@H](C1)NS(=O)(=O)C)(F)F)=O N-{(4aR,6R)-2-[4-(2,5-difluorophenyl)-1,2-benzoxazol-3-yl]-5,5-difluoro-1-oxooctahydropyrrolo[1,2-c]pyrimidin-6-yl}methanesulfonamide